ClC1=CC=C2C=CC(=NC2=C1)C=CC1=C(C=CC=C1)C=CCO 3-(2-(7-chloro-2-quinolyl)vinyl-phenyl)-2-propen-1-ol